SCCCC[Si](OC)(OC)C 4-mercaptobutyl-methyl-dimethoxysilane